C1(CC1)CN1C(=CC2=CC=C(C=C12)C=1C=NNC1)C1=NC2=C(N1C)C(=CC(=C2)C(=O)N2[C@@H]1CC[C@H](C2)[C@H]1N)OC (1R,4R,7R)-2-{2-[1-(cyclopropylmethyl)-6-(1H-pyrazol-4-yl)-1H-indol-2-yl]-7-methoxy-1-methyl-1H-1,3-benzodiazole-5-carbonyl}-2-azabicyclo[2.2.1]heptan-7-amine